[Co]=O.[Mg].[Sr].[La] lanthanum strontium magnesium cobalt oxide